3-(3-bromo-5-methylphenyl)oxolane-3-ol BrC=1C=C(C=C(C1)C)C1(COCC1)O